C1OCC12CN(CC2)CC2=C(C=C(CNC1=C3C(N(C(C3=CC=C1)=O)C1C(NC(CC1)=O)=O)=O)C=C2)C 4-(4-(2-oxa-6-azaspiro[3.4]octan-6-ylmethyl)-3-methylbenzylamino)-2-(2,6-dioxopiperidin-3-yl)isoindoline-1,3-dione